2-(2-methoxypyridin-5-yl)-5-methyl-N4-(2-oxo-2,3-dihydro-1,3-benzooxazol-5-yl)-2,4-pyrimidinediamine COC1=NC=C(C=C1)C1(NC=C(C(=N1)NC=1C=CC2=C(NC(O2)=O)C1)C)N